C1(=CC=CC2=CC=CC=C12)C1=C(C=CC=C1)C=1C(=C(C(=C2C1N=C1C=CC3=C4C=CC=CC4=NC3=C12)C1=C(C=CC=C1)C1=CC=CC=C1)C1=C(C=CC=C1)C1=CC=CC2=CC=CC=C12)C1=C(C=CC=C1)C1=CC=CC=C1 (naphthylphenyl)(biphenylyl)(naphthylphenyl)(biphenylyl)indolocarbazole